NC1=C([N+](=NC2=C(C=CC=C12)C=1C(=NC=CC1)C([2H])([2H])[2H])[O-])C(NCCC)=O 4-amino-8-(2-(methyl-d3)pyridin-3-yl)-3-(propylcarbamoyl)cinnoline 2-oxide